2-((2-chloro-3'-(7-cyano-5-(hydroxymethyl)benzo[d]oxazol-2-yl)-2'-methyl-[1,1'-biphenyl]-3-yl)thio)-N-methyl-N-(1-methylpiperidin-4-yl)acetamide ClC1=C(C=CC=C1SCC(=O)N(C1CCN(CC1)C)C)C1=C(C(=CC=C1)C=1OC2=C(N1)C=C(C=C2C#N)CO)C